C[C@@H]1CC2(C(=CCO2)OS(=O)(=O)C(F)(F)F)CCN1C(=O)OC(C)(C)C tert-Butyl (7R)-7-methyl-4-(((trifluoromethyl)sulfonyl)oxy)-1-oxa-8-azaspiro[4.5]dec-3-ene-8-carboxylate